1-(5-((4-amino-1H-pyrazol-1-yl)methyl)pyridin-2-yl)cyclobutan-1-ol NC=1C=NN(C1)CC=1C=CC(=NC1)C1(CCC1)O